4-(3-carbamoyl-4-nitrophenyl)piperazine-1-carboxylic acid tert-butyl ester C(C)(C)(C)OC(=O)N1CCN(CC1)C1=CC(=C(C=C1)[N+](=O)[O-])C(N)=O